(2R,4R)-1-(3-chloro-2-fluorobenzyl)-2-methyl-4-((4-methyl-6-((5-methyl-1H-pyrazol-3-yl)amino)-pyrimidin-2-yl)methyl)-piperidine-4-carboxylic acid ClC=1C(=C(CN2[C@@H](C[C@@](CC2)(C(=O)O)CC2=NC(=CC(=N2)C)NC2=NNC(=C2)C)C)C=CC1)F